C(CC)OCCCC[Si](OCC)(OCC)OCC propoxybutyl-triethoxysilane